OC1(CN(CC1)C(=O)OC(C)(C)C)CC(=O)OC tert-butyl 3-hydroxy-3-(2-methoxy-2-oxo-ethyl)pyrrolidine-1-carboxylate